1,1-difluoro-2-(methacryloyloxy)ethanesulfonic acid benzyltrimethylammonium salt C(C1=CC=CC=C1)[N+](C)(C)C.FC(COC(C(=C)C)=O)(S(=O)(=O)[O-])F